(2S,3R)-2-amino-3-hydroxy-3-(4-hydroxyphenyl)propanoic acid N[C@H](C(=O)O)[C@@H](C1=CC=C(C=C1)O)O